2-[(3-{4-[(4-chloro-2-fluorophenoxy)methyl]pyrimidin-2-yl}-2,5-dihydro-1H-pyrrol-1-yl)methyl]-1-{[(2S)-oxetan-2-yl]methyl}-1H-1,3-benzodiazole-6-carboxylic acid ClC1=CC(=C(OCC2=NC(=NC=C2)C=2CN(CC2)CC2=NC3=C(N2C[C@H]2OCC2)C=C(C=C3)C(=O)O)C=C1)F